5-(((2-aminoquinolin-7-yl)oxy)methyl)cyclopentane-1,2-diol NC1=NC2=CC(=CC=C2C=C1)OCC1CCC(C1O)O